O(C1=CC=CC=C1)C1=C(C=2C(=NSN2)C(=C1OC1=CC=CC=C1)C=1SC(=CC1)C1=C(C=CC(=C1)C)C)C=1SC(=CC1)C1=C(C=CC(=C1)C)C 5,6-Diphenoxy-4,7-bis[5-(2,5-dimethylphenyl)-2-thienyl]benzo[c]1,2,5-thiadiazole